Ethyl 4-(tert-butoxymethyl)-1H-pyrazole-4-carboxylate C(C)(C)(C)OCC1(C=NNC1)C(=O)OCC